carboxy-7-(2-(naphthalen-1-yl)phenoxy)-1,2,3,4-tetrahydronaphthalene-2-aminium chloride [Cl-].C(=O)(O)C1C(CCC2=CC=C(C=C12)OC1=C(C=CC=C1)C1=CC=CC2=CC=CC=C12)[NH3+]